oxo-chromen O=C1OC2=CC=CC=C2C=C1